1-((2-amino-3-fluoropyridin-4-yl)methyl)-5,5-dimethyl-3-(4-((trifluoromethyl)thio)phenyl)imidazolidine-2,4-dione NC1=NC=CC(=C1F)CN1C(N(C(C1(C)C)=O)C1=CC=C(C=C1)SC(F)(F)F)=O